FC1=CC=C(C=C1)C1=CN=C(N1)C1=NNC2=CC=C(C=C12)C(=O)OC methyl 3-(5-(4-fluorophenyl)-1H-imidazol-2-yl)-1H-indazole-5-carboxylate